(S)-N5-(3-hydroxybicyclo[1.1.1]pentan-1-yl)-N2-methyl-3-(1-phenylethoxy)-1H-pyrrole-2,5-dicarboxamide OC12CC(C1)(C2)NC(=O)C2=CC(=C(N2)C(=O)NC)O[C@@H](C)C2=CC=CC=C2